5-amino-2'-methyl-5'-morpholino-[1,1'-biphenyl]-3-ol NC=1C=C(C=C(C1)C1=C(C=CC(=C1)N1CCOCC1)C)O